C(C1=CC=CC=C1)OCCOCC 2-(2-(benzyloxy)ethoxy)ethane